F[C@@H]1CN(CC[C@H]1NC1=NN2C(C=N1)=C(N=C2CC(C)C)C(F)(F)F)S(=O)(=O)C (3R,4R)-3-fluoro-1-methanesulfonyl-N-[7-(2-methylpropyl)-5-(trifluoromethyl)imidazo[4,3-f][1,2,4]triazin-2-yl]piperidin-4-amine